Z,E-3,5-Heptadienylacetat C(C\C=C/C=C/C)CC(=O)[O-]